C(C)(C)(C)OC(=O)N1C=C(C=2C1=CN=CC2)CN2N=CC1=C(C2=O)N(C2=C1CCNC2)C 3-((5-methyl-4-oxo-4,5,6,7,8,9-hexahydro-3H-pyrido[4',3':4,5]pyrrolo[2,3-d]pyridazin-3-yl)methyl)-1H-pyrrolo[2,3-c]pyridine-1-carboxylic acid tert-butyl ester